C(C)(=O)C=1C=C2C=CC=C(C2=CC1)C1=CC=CC2=CC(=CC=C12)C(C)=O 6,6'-diacetyl-1,1'-binaphthyl